N1C(=NC2=C1C=C1C(=C2)OCCO1)CCNCCC=1OC=C(N1)C(=O)NCC1=NC=CC=C1C(F)(F)F 2-(2-((2-(6,7-dihydro-1H-[1,4]dioxino[2',3':4,5]benzo[1,2-d]imidazol-2-yl)ethyl)amino)ethyl)-N-((3-(trifluoromethyl)pyridin-2-yl)methyl)oxazole-4-carboxamide